2,2,2-trifluoroethyl (3R,4S)-3-[5-(4-amino-5-{[4-(trifluoromethyl)piperidin-1-yl]methyl}pyrrolo[2,1-f][1,2,4]triazin-7-yl)-2-methoxypyridine-3-amido]-4-fluoropyrrolidine-1-carboxylate NC1=NC=NN2C1=C(C=C2C=2C=C(C(=NC2)OC)C(=O)N[C@@H]2CN(C[C@@H]2F)C(=O)OCC(F)(F)F)CN2CCC(CC2)C(F)(F)F